3-(2-(2-(2-aminoethoxy)ethoxy)ethoxy)-1-((5S,10R)-5-methyl-10,11-dihydro-5H-5,10-epiminodibenzo[a,d][7]annulen-12-yl)propan-1-one NCCOCCOCCOCCC(=O)N1[C@@]2(C3=C([C@H]1CC1=C2C=CC=C1)C=CC=C3)C